(1S,4S)-2-((6-methoxypyridin-3-yl)methyl)-2,5-diazabicyclo[2.2.1]heptane dihydrochloride Cl.Cl.COC1=CC=C(C=N1)CN1[C@@H]2CN[C@H](C1)C2